2,2-Diethoxy-2-phenylacetophenon C(C)OC(C(=O)C1=CC=CC=C1)(C1=CC=CC=C1)OCC